tert-butyl 5-bromo-3-(((1r,4r)-4-hydroxycyclohexyl) carbamoyl)-1H-indazole-1-carboxylate (tert-butyl-5-bromo-3-(((1r,4r)-4-hydroxycyclohexyl) carbamoyl)-1H-indazole-1-carboxylate) C(C)(C)(C)C1=C2C(=NN(C2=CC=C1Br)C(=O)O)C(NC1CCC(CC1)O)=O.BrC=1C=C2C(=NN(C2=CC1)C(=O)OC(C)(C)C)C(NC1CCC(CC1)O)=O